sodium PyrrolidoneCarboxylic Acid N1(C(CCC1)=O)C(=O)O.[Na]